C1(CC1)NC(C1=CC(=C(C=C1)C)C1=CC2=C(N(CCOC2)CC)N=C1)=O N-cyclopropyl-3-(1-ethyl-1,2,3,5-tetrahydropyrido[2,3-e][1,4]oxazepin-7-yl)-4-methylbenzamide